6-ethylbenzo[d]thiazol-2-amine C(C)C1=CC2=C(N=C(S2)N)C=C1